C(C1=CC=CC=C1)OC(=O)N1[C@@H]([C@H]2C([C@H]2C1)(C)C)C(N[C@H](C(=O)OC)C[C@H]1C(NCCC1)=O)=O (1R,2S,5S)-2-(((S)-1-methoxy-1-oxo-3-((S)-2-oxopiperidin-3-yl)propan-2-yl)carbamoyl)-6,6-dimethyl-3-azabicyclo[3.1.0]hexane-3-carboxylic acid benzyl ester